(E,E)-3,7,11-Trimethyl-2,6,10-dodecatrienyl acetate C(C)(=O)OC\C=C(\CC\C=C(\CCC=C(C)C)/C)/C